4'-(3-aminopropionyl)-4-chloro-4''-sulfamoyl-[1,1':3',1''-terphenyl]-5'-carboxamide NCCC(=O)C1=C(C=C(C=C1C(=O)N)C1=CC=C(C=C1)Cl)C1=CC=C(C=C1)S(N)(=O)=O